ethyl 2-chloro-1,3-oxazole-4-carboxylate ClC=1OC=C(N1)C(=O)OCC